(2-(((tert-Butoxycarbonyl)amino)methyl)-7-(methoxycarbonyl)-5-methylbenzofuran-3-yl)boronic acid C(C)(C)(C)OC(=O)NCC=1OC2=C(C1B(O)O)C=C(C=C2C(=O)OC)C